C(C)OC(=O)[C@H]1CN(C(C1)=O)C |o1:5| (R)- or (S)-1-Methyl-5-oxo-pyrrolidine-3-carboxylic acid ethyl ester